2-[2-fluoro-4-(3-nitropyrazol-1-yl)phenyl]-2-methyl-propanenitrile FC1=C(C=CC(=C1)N1N=C(C=C1)[N+](=O)[O-])C(C#N)(C)C